6-[3-(2-oxo-3H-1,3,4-oxadiazol-5-yl)phenyl]-4-(1-phenylethylamino)quinoline-3-carbonitrile O=C1OC(=NN1)C=1C=C(C=CC1)C=1C=C2C(=C(C=NC2=CC1)C#N)NC(C)C1=CC=CC=C1